FC(C1=C2C(=NC(=C1)C=C)C(NC2)=O)(F)F 4-(Trifluoromethyl)-2-vinyl-6,7-dihydro-5H-pyrrolo[4,3-b]pyridin-7-one